FC(OC1=CC=C(C=C1)[C@H](C)NC(C)=O)(F)F N-((S)-1-(4-(trifluoromethoxy)phenyl)ethyl)acetamide